1-butyl-5,5'-dimethyl-1,2,5,6-tetrahydro-3,3'-bipyridine C(CCC)N1CC(=CC(C1)C)C=1C=NC=C(C1)C